B(OC1=CC=C(C=C1)N(C1=CC=CC=C1)C1=CC=CC2=CC=CC=C12)([O-])[O-] (4-(naphthalen-1-yl (phenyl) amino) phenyl) borate